(6-methylhept-3-en-1-yloxy)benzaldehyde CC(CC=CCCOC1=C(C=O)C=CC=C1)C